tert-butyl (tert-butoxycarbonyl)(5-(8-(3-(3-(tert-butyl)isoxazol-5-yl)ureido)isoquinolin-5-yl)-7-cyclopropyl-7H-pyrrolo[2,3-d]pyrimidin-4-yl)carbamate C(C)(C)(C)OC(=O)N(C(OC(C)(C)C)=O)C=1C2=C(N=CN1)N(C=C2C2=C1C=CN=CC1=C(C=C2)NC(=O)NC2=CC(=NO2)C(C)(C)C)C2CC2